rac-tert-butyl (1S,2S,3R,5R)-2-fluoro-3-hydroxy-8-azabicyclo[3.2.1]octane-8-carboxylate F[C@H]1[C@@H]2CC[C@H](C[C@H]1O)N2C(=O)OC(C)(C)C |r|